COC(C1=C(C=C(C=C1)C#N)COCC1=C(C=C(C(=C1)Br)F)I)=O 2-(((5-bromo-4-fluoro-2-iodobenzyl)oxy)methyl)-4-cyanobenzoic acid methyl ester